C1(C#CCCCCC1)OCC(=O)NCC(=O)O 2-[2-(Cyclooct-2-yn-1-yloxy)acetamido]acetic acid